Cl.FC(OC1CCC(C1)O)(F)F 4-(trifluoromethoxy)cyclopentan-1-ol hydrochloride